3-[6-[4-[3-[4-(3-bromo-2-methyl-phenoxy)cyclohexyl]-2,2-difluoro-propyl]piperazin-1-yl]-1-methyl-indazol-3-yl]piperidine-2,6-dione BrC=1C(=C(OC2CCC(CC2)CC(CN2CCN(CC2)C2=CC=C3C(=NN(C3=C2)C)C2C(NC(CC2)=O)=O)(F)F)C=CC1)C